rac-methyl (1R,2R,3S,3aR,8bS)-6-bromo-3a-(4-bromophenyl)-1,8b-dihydroxy-3-phenyl-2,3,3a,8b-tetrahydro-1H-benzo[b]cyclopenta[d]thiophene-2-carboxylate BrC=1C=CC2=C(S[C@@]3([C@]2([C@@H]([C@@H]([C@H]3C3=CC=CC=C3)C(=O)OC)O)O)C3=CC=C(C=C3)Br)C1 |r|